CN(CCNC=1N=C(C(=NC1C1=CC=CC=2N(C=NC21)C)C(=O)N)NC2=CC=C(C=C2)N2CCOCC2)C 5-[2-(dimethylamino)ethylamino]-6-(1-methylbenzimidazol-4-yl)-3-(4-morpholinoanilino)pyrazine-2-carboxamide